(6aR,9R)-1,2,5-tribromo-N,N-diethyl-7-methyl-4,6,6a,7,8,9-hexahydroindolo[4,3-fg]quinoline-9-carboxamide BrC1=C(C=C2NC(=C3C2=C1C1=C[C@H](CN([C@@H]1C3)C)C(=O)N(CC)CC)Br)Br